benzyl-((S)-2-((tert-butoxycarbonyl)amino)-4-phenylbutyryl)-L-leucyl-L-phenylalanine C(C1=CC=CC=C1)N([C@@H](CC(C)C)C(=O)N[C@@H](CC1=CC=CC=C1)C(=O)O)C([C@H](CCC1=CC=CC=C1)NC(=O)OC(C)(C)C)=O